tert-butyl methyl(2-(4-methyl-3-((1-(7-(thiophen-2-yl)quinolin-5-yl)cyclopropyl)carbamoyl)phenoxy)ethyl)carbamate CN(C(OC(C)(C)C)=O)CCOC1=CC(=C(C=C1)C)C(NC1(CC1)C1=C2C=CC=NC2=CC(=C1)C=1SC=CC1)=O